C(C)S(=O)(=O)C=1C=C(C=NC1C=1C=C2C=CC(N(C2=CN1)CC(C(F)(F)F)(F)F)=O)C(C#N)(C)C 2-[5-ethylsulfonyl-6-[2-oxo-1-(2,2,3,3,3-pentafluoropropyl)-1,7-naphthyridin-6-yl]-3-pyridyl]-2-methyl-propanenitrile